C(CCC)CCCCCCCCCCCC(O)=O 13-butyl-oxatridecanon